[3-[5,7-difluoro-2-(4-fluorophenyl)-1H-indol-3-yl] cyclobutyl] acetate C(C)(=O)OC1CC(C1)C1=C(NC2=C(C=C(C=C12)F)F)C1=CC=C(C=C1)F